N-(3',4',5'-trifluorobiphenyl-2-yl)-3-(chlorofluoromethyl)-1-methylpyrazol-4-yl-carboxamide FC=1C=C(C=C(C1F)F)C1=C(C=CC=C1)NC(=O)C=1C(=NN(C1)C)C(F)Cl